FC1(CCC2(CN(C2=O)[C@H](C(=O)N)[C@@H](C)O)CC1)F (2S,3R)-2-(7,7-Difluoro-1-Oxo-2-Azaspiro[3.5]Nonan-2-Yl)-3-Hydroxybutanamide